ClC1=CC(=C2C(=N1)C1(OCC2)COCC1)OC1CCOCC1 2'-chloro-4'-((tetrahydro-2H-pyran-4-yl)oxy)-4,5,5',6'-tetrahydro-2H-spiro[furan-3,8'-pyrano[3,4-b]pyridine]